FC1(CNCCC1C1=CC2=C(N=C(NC2=O)C=2C=C(C=3N(N2)C=C(N3)C)C)S1)F 6-(3,3-Difluoro-4-piperidyl)-2-(2,8-dimethylimidazo[1,2-b]pyridazin-6-yl)-3H-thieno[2,3-d]pyrimidin-4-one